C1(=CCCCC1)C=1C(=NN2C1NC(=C(C2=O)C2=CC=C(C=C2)OC)NC2=CC=NC=C2)C2=CC=CC=C2 3-(cyclohex-1-en-1-yl)-6-(4-methoxyphenyl)-2-phenyl-5-(pyridin-4-ylamino)pyrazolo[1,5-a]pyrimidin-7(4H)-one